C(C)(C)(C)OC(=O)N[C@H](C(=O)O)C1CCCC1 (2S)-2-(tert-butoxycarbonylamino)-2-cyclopentylacetic acid